(S)-1-(3,4-Dihydro-2H-pyrido[3,2-b][1,4]oxazin-7-yl)-3a-hydroxy-6,7-dimethyl-1,2,3,3a-tetrahydro-4H-pyrrolo[2,3-b]quinolin-4-one O1C2=C(NCC1)N=CC(=C2)N2CC[C@@]1(C2=NC2=CC(=C(C=C2C1=O)C)C)O